1-((2-(3,6-diazabicyclo[3.1.1]heptan-3-yl)-7-(5-fluoropyridin-2-yl)benzo[d]oxazol-4-yl)oxy)-1,1-difluoro-2-methylpropan-2-ol C12CN(CC(N1)C2)C=2OC1=C(N2)C(=CC=C1C1=NC=C(C=C1)F)OC(C(C)(O)C)(F)F